(S)-2-(4'-fluoro-2'-(4-methyl-4H-1,2,4-triazol-3-yl)-[1,1'-biphenyl]-3-yl)-5-((3-methylpiperidin-1-yl)methyl)-7-(trifluoromethyl)-1H-benzo[d]imidazole FC1=CC(=C(C=C1)C1=CC(=CC=C1)C1=NC2=C(N1)C(=CC(=C2)CN2C[C@H](CCC2)C)C(F)(F)F)C2=NN=CN2C